FC1(CCN(CC1)C1=C(C=C(C=N1)N)F)F 6-(4,4-difluoropiperidin-1-yl)-5-fluoropyridin-3-amine